N-(2,4-dimethoxybenzyl)-N-(4-(3-((2-(dimethylamino)ethyl)amino)-6-(pyrazolo[1,5-a]pyrimidin-3-yl)-1H-pyrazolo[4,3-c]pyridin-1-yl)-3-methoxybenzyl)methane-sulfonamide COC1=C(CN(S(=O)(=O)C)CC2=CC(=C(C=C2)N2N=C(C=3C=NC(=CC32)C=3C=NN2C3N=CC=C2)NCCN(C)C)OC)C=CC(=C1)OC